1-[(1S,4S)-5-[4-[3-chloro-4-(difluoromethoxy)anilino]pyrido[3,2-d]pyrimidin-6-yl]-2,5-diazabicyclo[2.2.1]heptan-2-yl]prop-2-en-1-one ClC=1C=C(NC=2C3=C(N=CN2)C=CC(=N3)N3[C@@H]2CN([C@H](C3)C2)C(C=C)=O)C=CC1OC(F)F